ClC1=C(C=2N=C(N=C(C2C(=N1)OC(C[C@@H]1[C@@H]2CC[C@H](CN1)N2C(=O)OC(C)(C)C)C)O)SC)F tert-butyl (1S,2R,5R)-2-(2-((7-chloro-8-fluoro-4-hydroxy-2-(methylthio) pyrido[4,3-d]pyrimidin-5-yl) oxy) propyl)-3,8-diazabicyclo[3.2.1]octane-8-carboxylate